2-chloro-4-(difluoromethoxy)-3-methylsulfanyl-N-(1-methyltetrazol-5-yl)benzamide ClC1=C(C(=O)NC2=NN=NN2C)C=CC(=C1SC)OC(F)F